(2-hydroxyphenyl)-2,3-dihydroquinazolin-4(1H)-one OC1=C(C=CC=C1)N1CNC(C2=CC=CC=C12)=O